COC(=O)C=1C=C2C=C(N(C2=CC1)C(=O)OC(C)(C)C)COC1OCCCC1 2-(((tetrahydro-2H-pyran-2-yl)oxy)methyl)-1H-indole-1,5-dicarboxylic acid 1-tert-butyl 5-methyl ester